2-chloro-N-(5-chloropyridin-3-yl)acetamide ClCC(=O)NC=1C=NC=C(C1)Cl